1-{[(1r,5r,6r)-3-(cyanoacetyl)-3-azabicyclo[3.2.1]oct-6-yl]oxy}-7-(prop-2-yloxy)isoquinoline-6-carboxamide C(#N)CC(=O)N1C[C@H]2C[C@H]([C@@H](C1)C2)OC2=NC=CC1=CC(=C(C=C21)OC(C)C)C(=O)N